4-methanesulfonyl-pyrrolo[1,2-d][1,2,4]triazine CS(=O)(=O)C1=NN=CC=2N1C=CC2